copper Molybdenum Copper [Cu].[Mo].[Cu]